C(C)OC1=CC=C(C=C1)C1=CC=C(C=C1)OCC 4,4'-diethoxybiphenyl